ClC1=CC=C(COC2=CC=C(C(=O)NC3=CC=C4C(=NN(C4=C3)CCC3CCN(CC3)C)C)C=C2)C=C1 4-((4-chlorobenzyl)oxy)-N-(3-methyl-1-(2-(1-methylpiperidin-4-yl)ethyl)-1H-indazol-6-yl)benzamide